NC1=C(C2=C(N=C(S2)C(=O)OC)C(=C1)F)C(=C)C methyl 6-amino-4-fluoro-7-(prop-1-en-2-yl)benzo[d]thiazole-2-carboxylate